C(CCC)(=O)C1=CC2=NC3=C(C=CC=C3C2=CC=C1)NCC(C)C 7-butanoyl-4-(isobutyl)aminocyclohepta[7,6-b]indole